O1NCC(CC1)NC=1C2=C(N=C(N1)OC[C@]13CCCN3C[C@@H](C1)F)C(=C(N=C2)C2=CC(=CC1=CC=C(C(=C21)CC)F)O)F 4-(4-((1,2-oxazinan-4-yl)amino)-8-fluoro-2-(((2R,7aS)-2-fluorohexahydro-1H-pyrrolizin-7a-yl)methoxy)pyrido[4,3-d]pyrimidin-7-yl)-5-ethyl-6-fluoronaphthalen-2-ol